CC1=CC=CC(=N1)C1=NC=CC=C1C=1C=CC=2N(C1)C=C(N2)NC(C)=O N-(6-(6'-Methyl-[2,2'-bipyridin]-3-yl)imidazo[1,2-a]pyridin-2-yl)acetamid